6-fluoro-4-oxo-1-(1,2,4-thiadiazol-5-yl)-7-[3-(1H-1,2,3-triazol-1-yl)azetidin-1-yl]1,4-dihydro-1,8-naphthyridine-3-carboxylic acid FC=1C=C2C(C(=CN(C2=NC1N1CC(C1)N1N=NC=C1)C1=NC=NS1)C(=O)O)=O